(S)-3-(6-methoxypyridin-3-yl)-3-(3-(2-(5,6,7,8-tetrahydro-1,8-naphthyridin-2-yl)ethyl)cyclobutane-1-carboxamido)propanoic acid COC1=CC=C(C=N1)[C@H](CC(=O)O)NC(=O)C1CC(C1)CCC1=NC=2NCCCC2C=C1